1,9-Bis(2-pyridyl)-5-oxa-2,8-dithianonan N1=C(C=CC=C1)CSCCOCCSCC1=NC=CC=C1